OC[C@@H]1CC[C@H](CC1)C(=O)OC(C)(C)C trans-tert-butyl 4-(hydroxymethyl)cyclohexanecarboxylate